racemic-7-fluoro-1,1,3-trimethyl-4-aminoindane FC=1C=CC(=C2[C@@H](CC(C12)(C)C)C)N |r|